N1=C(C=NC=C1)C=1C(=NC=CN1)[C@H](C)N1C(C2=CC=CC=C2C1=O)=O 2-[(1S)-1-(3-pyrazin-2-ylpyrazin-2-yl)ethyl]isoindoline-1,3-dione